(3-{[2-(4-chlorophenyl)imidazo[1,2-a]pyridin-3-yl]methyl}-3,8-diazabicyclo[3.2.1]oct-8-yl)(5-fluoro-2-methylphenyl)methanone ClC1=CC=C(C=C1)C=1N=C2N(C=CC=C2)C1CN1CC2CCC(C1)N2C(=O)C2=C(C=CC(=C2)F)C